IC1=CC=CC=C1C=O 6-iodobenzaldehyde